(E)-3,4-dihydroxy-6-(2-(6-hydroxy-naphthalen-2-yl)vinyl)-2H-pyran-2-one OC=1C(OC(=CC1O)\C=C\C1=CC2=CC=C(C=C2C=C1)O)=O